ClC(OC1=CC=C(C=C1)NC(=O)C1=CN(C(C=C1)=O)C1=C(C(=CC=C1)OC)OC)(F)F N-[4-(Chlorodifluoro-methoxy)phenyl]-1-(2,3-dimethoxyphenyl)-6-oxo-1,6-dihydropyridine-3-carboxamide